N1(N=CC=2C1=CN=CC2)CC2(CC(CCC2)=O)C 3-((1H-pyrazolo[3,4-c]pyridin-1-yl)methyl)-3-methylcyclohexane-1-one